(S)-tert-butyl 3-methyl-6-(3-(1-methylpiperidin-4-yl)quinolin-7-yl)-3,4-dihydropyridine-1(2H)-carboxylate C[C@@H]1CN(C(=CC1)C1=CC=C2C=C(C=NC2=C1)C1CCN(CC1)C)C(=O)OC(C)(C)C